C(CCCCCCC\C=C/C\C=C/CCCCC)(=O)OC[C@@H](OC(CCCCCCC\C=C/C\C=C/CCCCC)=O)COP(=O)(O)O 1,2-di-linoleoyl-sn-glycero-3-phosphate